ClC=1C=C2CCC[C@]3(C2=CC1)CN(C1=C(OC3)C=CC(=C1)C(CC(=O)O)C(=O)OC)CCCCC=C 3-((S)-6'-chloro-5-(hex-5-en-1-yl)-3',4,4',5-tetrahydro-2H,2'H-spiro[benzo[b][1,4]oxazepine-3,1'-naphthalen]-7-yl)-4-methoxy-4-oxobutanoic Acid